Cl.BrC1=C(N=CC2=C1OC(CN2)C(F)(F)F)C 8-Bromo-7-methyl-2-(trifluoromethyl)-3,4-dihydro-2H-pyrido[4,3-b][1,4]oxazine hydrochloride